CN(CCNC(C(CCSCCC(=O)OCCCCCCCCCCCCCCCCCCCCCC)NC(C(CCCCCCCCCC)CCCCCCCC)=O)=O)C docosyl 3-((4-((2-(dimethylamino)ethyl)amino)-3-(2-octyldodecanamido)-4-oxobutyl)thio)propanoate